C(C(C)C)N1CC(OCC1=O)CN1C(=CC2=C(C(=CC=C12)CN1CCC2(CN(C2)C2=NC=NC3=CC=C(C=C23)CC(F)(F)F)CC1)C)C#N 1-[(4-Isobutyl-5-oxomorpholin-2-yl)methyl]-4-methyl-5-({2-[6-(2,2,2-trifluoroethyl)quinazolin-4-yl]-2,7-diazaspiro[3.5]non-7-yl}methyl)-1H-indole-2-carbonitrile